(2S)-3-(8-(5-bromo-2-methoxyphenylsulphonyl)-1-oxa-8-azaspiro[4.5]dec-3-ylamino)-2-hydroxypropanesulfonamide BrC=1C=CC(=C(C1)S(=O)(=O)N1CCC2(CC(CO2)NC[C@@H](CS(=O)(=O)N)O)CC1)OC